(Ethanesulfonyl)-3-methoxypyridin-2-amine C(C)S(=O)(=O)C1=C(C(=NC=C1)N)OC